FCCCN1CC(CC1)N 1-(3-Fluoropropyl)pyrrolidin-3-amine